triethylene glycol-bis[3-(3-tertiary butyl-4-hydroxy-5-methylphenyl) propionate] C(C)(C)(C)C=1C=C(C=C(C1O)C)CCC(=O)OCCOCCOCCOC(CCC1=CC(=C(C(=C1)C)O)C(C)(C)C)=O